1-fluoro-N-[(3S)-1-{(5S)-5-[5-methyl-3-(2,4,6-trifluorophenyl)pyridin-2-yl]-4,5-dihydro-1,2-oxazol-3-yl}pyrrolidin-3-yl]ethane-1-sulfonamide FC(C)S(=O)(=O)N[C@@H]1CN(CC1)C1=NO[C@@H](C1)C1=NC=C(C=C1C1=C(C=C(C=C1F)F)F)C